C1(CCC(N1OC(CCCCCNC(CCSSC1=NC=CC=C1)=O)=O)=O)=O 6-[3-[2-pyridyldithio]-propionylamino]hexanoic acid succinimidyl ester